BrC=1C(=C2C(=NC1)NC(C21CCC(CC1)=O)=O)OC 5'-bromo-4'-methoxyspiro[cyclohexane-1,3'-pyrrolo[2,3-b]pyridine]-2',4(1'H)-dione